ClC=1C=CC=C2C(CC(OC12)COC)N 8-chloro-2-(methoxymethyl)chroman-4-amine